7-methyl-5-(pyridin-4-ylamino)-2-(3-(pyridin-4-ylamino)phenyl)isoindolin-1-one CC=1C=C(C=C2CN(C(C12)=O)C1=CC(=CC=C1)NC1=CC=NC=C1)NC1=CC=NC=C1